3,5-difluorochromanone FC1C(OC2=CC=CC(=C2C1)F)=O